2-[(4-{[(azetidine-1-carbonyl)amino]methyl}-1H-1,3-benzodiazol-2-yl)amino]-2-[3-(trifluoromethyl)phenyl]propyl 2,2-dimethylpropanoate CC(C(=O)OCC(C)(C1=CC(=CC=C1)C(F)(F)F)NC1=NC2=C(N1)C=CC=C2CNC(=O)N2CCC2)(C)C